imidazo[3,2-a]pyrazine-2-carboxamide N=1C(=CN2C1C=NC=C2)C(=O)N